tert-Butyl 6-(3-(fluoromethyl)-3-methylazetidin-1-yl)quinoline-4-carboxylate FCC1(CN(C1)C=1C=C2C(=CC=NC2=CC1)C(=O)OC(C)(C)C)C